NC=1C=C(C=C(C1)C(F)(F)F)[C@@H](C)NC1=NC(=NC2=CC3=C(C=C12)OCCC3)C (R/S)-4-(((R)-1-(3-amino-5-(trifluoromethyl)phenyl)ethyl)amino)-2-methyl-8,9-dihydro-7H-pyrano[2,3-g]quinazolin